Pentaanimine ruthenium (III) chloride dichloride [Ru](Cl)(Cl)Cl.C(CCCC)=N